C1(CC1)N(C1=C(C(=NC=N1)NCC1(CCS(CC1)(=O)=O)O)F)CC1=CC=C(C=C1)C(F)(F)F 4-[[[6-[cyclopropyl-[[4-(trifluoromethyl)phenyl]methyl]amino]-5-fluoro-pyrimidin-4-yl]amino]methyl]-1,1-dioxo-thian-4-ol